2-chloro-4-(piperidine-4-ylidenemethyl)benzamide ClC1=C(C(=O)N)C=CC(=C1)C=C1CCNCC1